C12N(CC(CC1)CC2)C=2N=C1N(C(C2C#N)=O)C=C(C=C1[C@@H](C)NC1=C(C(=O)O)C=CC=C1)C (R)-2-((1-(2-(2-azabicyclo[2.2.2]octan-2-yl)-3-cyano-7-methyl-4-oxo-4H-pyrido[1,2-a]pyrimidin-9-yl)ethyl)amino)benzoic acid